C(C)(C)(C)OC(NC(C1CCCCCCC1)C1=NC2=C(N1)C=CC(=C2F)C(C2=CC=NC=C2)C#N)=O N-[{5-[cyano(pyridin-4-yl)methyl]-4-fluoro-1H-benzimidazol-2-yl}-(cyclooctyl)methyl]carbamic acid tert-butyl ester